methoxypropoyl acetate C(C)(=O)OC(CCOC)=O